(((R)-6-Bromo-1,2,3,4-tetrahydronaphthalen-1-yl)aminomethyl)pyrrolidin-2-one BrC=1C=C2CCC[C@H](C2=CC1)NCN1C(CCC1)=O